1-(2,3-difluorophenyl)-N-(7-methoxy-6-{[2-(pyrrolidin-1-yl)ethoxy]methyl}-1H,2H,3H-cyclopenta[b]quinolin-9-yl)piperidin-4-amine FC1=C(C=CC=C1F)N1CCC(CC1)NC1=C2C(=NC=3C=C(C(=CC13)OC)COCCN1CCCC1)CCC2